(R)-2-(1-(3-chlorophenyl)-1H-pyrazol-4-yl)-N-(5-(2,2-difluorocyclopropyl)-1H-pyrazol-3-yl)propanamide ClC=1C=C(C=CC1)N1N=CC(=C1)[C@H](C(=O)NC1=NNC(=C1)C1C(C1)(F)F)C